(3-(3-(6-(trifluoromethyl)pyridin-3-yl)-1H-pyrrol-1-yl)bicyclo[1.1.1]pent-1-yl)carbamic acid tert-butyl ester C(C)(C)(C)OC(NC12CC(C1)(C2)N2C=C(C=C2)C=2C=NC(=CC2)C(F)(F)F)=O